2-(4-Aminopiperidin-1-yl)-4-ethyl-6-(((1-(2-hydroxyethyl)-1H-pyrazol-4-yl)methyl)thio)pyridine-3,5-dicarbonitrile NC1CCN(CC1)C1=NC(=C(C(=C1C#N)CC)C#N)SCC=1C=NN(C1)CCO